(S)-tetrahydrofurane-2-carboxylic acid ethyl ester C(C)OC(=O)[C@H]1OCCC1